The molecule is a member of the class of pretetramides that is 6-methyltetracene-2-carboxamide carrying six hydroxy substituents at positions 1, 3, 4, 10, 11 and 12. It has a role as a bacterial metabolite. It is a conjugate acid of a 4-hydroxy-6-methylpretetramide(1-). CC1=C2C=CC=C(C2=C(C3=C(C4=C(C=C13)C(=C(C(=C4O)C(=O)N)O)O)O)O)O